C(C1=CC=CC=C1)OC(=O)N1C(CC(C1)C(C)C)O hydroxy-4-isopropyl-pyrrolidine-1-carboxylic acid benzyl ester